C1(CCCCC1)C[C@H](COC1=NC(=NC(=C1)C1=C(C=CC=C1C)C)NS(=O)(=O)N1CC(CCC1)C(=O)OCC)N(CC1=CC=CC=C1)CC1=CC=CC=C1 ethyl 1-[[4-[(2R)-3-cyclohexyl-2-(dibenzylamino)propoxy]-6-(2,6-dimethylphenyl)pyrimidin-2-yl]sulfamoyl]piperidine-3-carboxylate